FC1=C(C(=O)NC=2C=NC=C(C2)NC2=NC=C(C=C2)C2=CC=C(C=C2)N2C(CCC2)=O)C=CC=C1F 2,3-difluoro-N-(5-((5-(4-(2-oxopyrrolidin-1-yl)phenyl)pyridin-2-yl)amino)pyridin-3-yl)benzamide